2'-deoxyinosine-5'-monophosphate P(=O)(O)(O)OC[C@@H]1[C@H](C[C@@H](O1)N1C=NC=2C(O)=NC=NC12)O